Heptadecan-9-yl 9-((3-(dimethylamino)propyl)disulfaneyl)octadecenoate CN(CCCSSC(CCCCCC=CC(=O)OC(CCCCCCCC)CCCCCCCC)CCCCCCCCC)C